Din-propyl-diethoxysilan C(CC)[Si](OCC)(OCC)CCC